1-phenyl-5-mercaptotetrazol C1(=CC=CC=C1)N1N=NN=C1S